FC=1C=C(C=C(C1)C(F)(F)F)N1CCN(CC1)S(=O)(=O)C1=CC=C(C=C1)NC(C1=C(C=CC=C1)N(S(=O)(=O)C)C)=O N-(4-((4-(3-fluoro-5-(trifluoromethyl)phenyl)piperazin-1-yl)sulfonyl)phenyl)-2-(N-methylmethylsulfonamido)benzamide